NC(C(=O)C=1C=CC2=C(C(=CO2)F)C1)C 2-amino-1-(3-fluorobenzofuran-5-yl)propan-1-one